COC([C@@](C1=CC=CC=C1)(NC(=O)OC(C)(C)C)N1C=CC2=C1N=CN=C2C=2C=NN(C2)C2(CN(C2)S(=O)(=O)CC)CC#N)=O Methyl(4-(1-(3-(cyanomethyl)-1-(ethylsulfonyl)azetidin-3-yl)-1H-pyrazol-4-yl)-7H-pyrrolo[2,3-d]pyrimidin-7-yl)(S)-2-((tert-butoxycarbonyl)amino)-2-phenylacetate